3-ethylthiazolidine-2,4-dione C(C)N1C(SCC1=O)=O